5,10,15,20-tetra(9-bromoanthryl)porphyrin BrC=1C2=CC=CC=C2C=C2C=CC=C(C12)C=1C2=CC=C(N2)C(=C2C=CC(C(=C3C=CC(=C(C=4C=CC1N4)C4=CC=CC1=CC5=CC=CC=C5C(=C41)Br)N3)C3=CC=CC4=CC1=CC=CC=C1C(=C34)Br)=N2)C2=CC=CC3=CC4=CC=CC=C4C(=C23)Br